2,9,9-trimethyl-6-(piperidin-1-ylmethyl)-9,10-dihydroacridine CC1=CC=2C(C3=CC=C(C=C3NC2C=C1)CN1CCCCC1)(C)C